(S)-1-((2S,3R)-3-amino-2-hydroxy-5-methylhexanoyl)-N-((S)-1-(tert-butylamino)-4-methyl-1-oxopentan-2-yl)pyrrolidine-2-carboxamide N[C@@H]([C@@H](C(=O)N1[C@@H](CCC1)C(=O)N[C@H](C(=O)NC(C)(C)C)CC(C)C)O)CC(C)C